C(#N)C[C@H]1N(CCN(C1)C1=NC=C(C=N1)C(F)(F)F)C(=O)OC(C)(C)C tert-Butyl (R)-2-(cyanomethyl)-4-(5-(trifluoromethyl)pyrimidin-2-yl)piperazine-1-carboxylate